C(C)(C)(C)OC(=O)N1CC2(C1)CCN(CC2)C2=NC(=C(C(=C2C#N)CC)C#N)S 7-(3,5-dicyano-4-ethyl-6-mercaptopyridin-2-yl)-2,7-diazaspiro[3.5]nonane-2-carboxylic acid tert-butyl ester